C(C)(C)N[C@H](CO)C (S)-2-(isopropylamino)propan-1-ol